ClC=1C=C(C=CC1F)C1=CN(C2=C1C(N(C=C2)CC(=O)N2CC(CC2)F)=O)CCF 3-(3-chloro-4-fluorophenyl)-1-(2-fluoroethyl)-5-(2-(3-fluoropyrrolidin-1-yl)-2-oxoethyl)-1H-pyrrolo[3,2-c]pyridin-4(5H)-one